S(CCCCCCCS)S Thia-1,8-octanedithiol